NC1=NN=C(S1)OCC1=CC=CC(=N1)C(=O)OC methyl 6-(((5-amino-1,3,4-thiadiazol-2-yl)oxy)methyl)pyridine-2-carboxylate